BrC1=C(C(=NC(=C1)Br)C)N 4,6-dibromo-2-methylpyridin-3-amine